C(C)(C)OC1=C(C=CC=C1)[C@@H]1CN(CCN1)[C@@H]1COCC2=NC(=C(C=C21)OC)N2[C@H](COCC2)C (S)-5-((R)-3-(2-isopropoxyphenyl)piperazin-1-yl)-3-methoxy-2-((S)-3-methylmorpholino)-5,8-dihydro-6H-pyrano[3,4-b]pyridine